4-(2,5-Dimethylphenyl)thiazol-2-ylamine CC1=C(C=C(C=C1)C)C=1N=C(SC1)N